COC1=C(C=CC=C1)[C@]1(C[C@@H]2[C@H](N(OC2(CC)CC)CC)[C@H](C1)CC)CC |r| rac-(3aR,5R,7S,7aR)-5-(2-methoxyphenyl)-1,3,3,5,7-pentaethyloctahydrobenzo[c]isoxazole